(S)-4-((1-Chloropropan-2-yl)(4-methoxybenzyl)amino)but-2-yn-1-yl acetate C(C)(=O)OCC#CCN(CC1=CC=C(C=C1)OC)[C@H](CCl)C